C1=CC=CC=2C3=CC=CC=C3C(C12)COC(=O)N(N(C)CC=1N(C2=CC=CC=C2C1)CCC(NCCNC(NCCOCCOCCC(N(C(C(=O)O)C)C)=O)=S)=O)C 21-(2-((2-(((9H-fluoren-9-yl)methoxy)carbonyl)-1,2-dimethylhydrazino)methyl)-1H-indol-1-yl)-2,3-dimethyl-4,19-dioxo-14-thioxo-7,10-dioxa-3,13,15,18-tetraazaheneicosane-1-oic acid